C(C)(C)(C)OC(N[C@H]1CN(C[C@@H](C1)F)C(=O)C=1C=C(C2=C(SC(=C2C)C2=CC=3C(=NC=CC3)N2CC2CC2)C1)OC)=O tert-Butyl-((3R,5R)-1-(2-(1-(cyclopropylmethyl)-1H-pyrrolo[2,3-b]pyridin-2-yl)-4-methoxy-3-methylbenzo[b]thiophene-6-carbonyl)-5-fluoropiperidin-3-yl)carbamate